CC1=C(C=CC=C1)/C(=C/C(=O)OCC)/NC1=CC=CC=C1 ethyl (2Z)-3-(2-methylphenyl)-3-(phenylamino)prop-2-enoate